1-(7-((1-(methylsulfonyl)piperidin-4-yl)oxy)-3,4-dihydroisoquinolin-2(1H)-yl)prop-2-en-1-one CS(=O)(=O)N1CCC(CC1)OC1=CC=C2CCN(CC2=C1)C(C=C)=O